(R)-3-methyl-3-piperidinol hydrochloride Cl.C[C@@]1(CNCCC1)O